BrC1=C(C=C(NC2=NC=C(C(=N2)N[C@H]2[C@@H](CCCC2)C#N)C)C=C1C(F)(F)F)CO[Si](C)(C)C(C)(C)C (trans)-2-[[2-[4-bromo-3-[[tert-butyl(dimethyl)silyl]oxymethyl]-5-(trifluoromethyl)anilino]-5-methyl-pyrimidin-4-yl]amino]cyclohexane-1-carbonitrile